[Li+].C(C1=CC=C(C(=O)[O-])C=C1)(=O)[O-].[Li+] terephthalic acid, lithium salt